C(#N)C1=C(SC2=C1CN(CC2)CC2=CC(=CC=C2)F)NC(CC2=C(C=CC=C2)S(NC)(=O)=O)=O N-(3-Cyano-5-(3-fluorobenzyl)-4,5,6,7-tetrahydrothieno[3,2-c]pyridin-2-yl)-2-(2-(N-methylsulfamoyl)phenyl)-acetamid